(S)-benzyl tert-butyl (3-((2-(N,N-bis(4-methoxybenzyl)sulfamoyl)-4-iodo-3-(2-(4-methoxybenzyl)-2H-tetrazol-5-yl)phenyl)thio)propane-1,2-diyl)dicarbamate COC1=CC=C(CN(S(=O)(=O)C2=C(C=CC(=C2C=2N=NN(N2)CC2=CC=C(C=C2)OC)I)SC[C@H](CNC(OCC2=CC=CC=C2)=O)NC(OC(C)(C)C)=O)CC2=CC=C(C=C2)OC)C=C1